COC1=CC=C(C=C1)C1=NC(=CN1C)C1=CC(=C(C=C1)OC)OC (S)-2-(4-methoxyphenyl)-3-methyl-5-(3,4-dimethoxyphenyl)imidazole